N-[[5-[4-(2,4-dimethylphenyl)triazol-2-yl]-2-methyl-phenyl]methyl]carbamic acid CC1=C(C=CC(=C1)C)C1=NN(N=C1)C=1C=CC(=C(C1)CNC(O)=O)C